2,6-di(dodecyl)thiomethyl-4-nonylphenol C(CCCCCCCCCCC)SCC1=C(C(=CC(=C1)CCCCCCCCC)CSCCCCCCCCCCCC)O